ClC=1C=C2C(=NC=NC2=C(C1)OC(F)F)N[C@@H](C)C1=NC=NN1C=1C=CC(N(N1)C)=O 6-[5-[(1S)-1-[[6-chloro-8-(difluoromethoxy)quinazolin-4-yl]amino]ethyl]-1,2,4-triazol-1-yl]-2-methyl-pyridazin-3-one